FC=1C(=NC=C(C1)OC)N1C(N(C=2C=NC=3C=C(C(=CC3C21)C2=CC1=C(N=C(N1)C)C=C2)OC)C)=O 1-(3-Fluoro-5-methoxypyridin-2-yl)-7-methoxy-3-methyl-8-(2-methyl-3H-benzoimidazol-5-yl)-1,3-dihydroimidazo[4,5-c]-quinolin-2-one